4-amino-7-(2-(tert-butyl)pyridin-4-yl)-1-methyl-1H-pyrazolo[4,3-c]pyridin NC1=NC=C(C2=C1C=NN2C)C2=CC(=NC=C2)C(C)(C)C